N1C=CC=2C1=NC=CC2[C@@H](C)OC=2C=C1C(=NNC1=CC2)C=2C=CC(=NC2)N2CC1(C2)CCOCC1 (R)-2-(5-(5-(1-(1H-pyrrolo[2,3-b]pyridin-4-yl)ethoxy)-1H-indazol-3-yl)pyridin-2-yl)-7-oxa-2-azaspiro[3.5]nonane